(1R,3R,5R)-N-((R)-(4-chloro-2,5-difluorophenyl)(cyclopropyl)methyl)-2-((2-(ethylsulfonyl)-4-pyridinyl)carbonyl)-2-azabicyclo[3.1.0]hexane-3-carboxamide ClC1=CC(=C(C=C1F)[C@H](NC(=O)[C@@H]1N([C@@H]2C[C@@H]2C1)C(=O)C1=CC(=NC=C1)S(=O)(=O)CC)C1CC1)F